C1(CCC1)C1CC2(C1)NC(N(C2=O)C=2C=NC=C(C2)F)=O 2-cyclobutyl-7-(5-fluoropyridin-3-yl)-5,7-diazaspiro[3.4]octane-6,8-dione